FC1=C(C=C(C=C1)N1N=CC(=C1)CC(=O)OC(C)(C)C)C Tert-butyl 2-[1-(4-fluoro-3-methylphenyl)pyrazol-4-yl]acetate